(5-chloro-2-fluoro-4-(2-fluoro-4-hydroxy-3-isopropylbenzyl)-3-methylphenyl)glycine ClC=1C(=C(C(=C(C1)NCC(=O)O)F)C)CC1=C(C(=C(C=C1)O)C(C)C)F